N2-(4-(tert-butyl)phenyl)spiro[3.3]heptane-2,6-diamine C(C)(C)(C)C1=CC=C(C=C1)NC1CC2(C1)CC(C2)N